tert-butyl (S)-(1'-(7-bromothieno[3,2-d]pyrimidin-4-yl)-1,3-dihydrospiro[indene-2,4'-piperidin]-1-yl)carbamate BrC1=CSC2=C1N=CN=C2N2CCC1(CC2)[C@@H](C2=CC=CC=C2C1)NC(OC(C)(C)C)=O